2-(4-(6-((4-cyano-2-fluorobenzyl)oxy)pyridin-2-yl)-2,5-difluorobenzyl)-1-((1R,2S)-2-(difluoromethyl)cyclopropyl)-1H-benzo[d]imidazole-6-carboxylic acid C(#N)C1=CC(=C(COC2=CC=CC(=N2)C2=CC(=C(CC3=NC4=C(N3[C@H]3[C@H](C3)C(F)F)C=C(C=C4)C(=O)O)C=C2F)F)C=C1)F